(±)-1,2-dimethylpiperidin-4-one CN1[C@@H](CC(CC1)=O)C |r|